C(CCCCCCC(=O)OCN1C=CC=2N(C(NC(C21)=O)=S)CCOC(C)C)(=O)OCCl 1-Chloromethyl 8-{4-oxo-1-[2-{propan-2-yloxy}ethyl]-2-sulfanylidene-1H,2H,3H,4H,5H-pyrrolo[3,2-d]pyrimidin-5-yl}methyl octanedioate